CC(C)(C)[S@@](=O)/N=C(\C)/C1=CC(=CC(=C1)C(F)(F)F)[N+](=O)[O-] (R,E)-2-methyl-N-[1-[3-nitro-5-(trifluoromethyl)phenyl]ethylidene]propane-2-sulfinamide